O=C(C(=O)N)CC[C@@H]1C(NCC1)=O 2-oxo-4-[(3S)-2-oxopyrrolidin-3-yl]Butyramide